OC(=O)C(F)(F)F.C(#N)C1NCCC1 2-cyanopyrrolidine TFA salt